stearic acid, bromide C(CCCCCCCCCCCCCCCCC)(=O)Br